4-(4-{[(2-chloroethyl)carbamoyl]amino}phenoxy)-N-methylpyridine-2-carboxamide ClCCNC(=O)NC1=CC=C(OC2=CC(=NC=C2)C(=O)NC)C=C1